8-(1-((tert-butyldimethylsilyl)oxy)ethyl)-6-fluoro-2-(3-(4-fluorophenyl)bicyclo[1.1.1]pentan-1-yl)-3-methylquinazolin-4(3H)-one [Si](C)(C)(C(C)(C)C)OC(C)C=1C=C(C=C2C(N(C(=NC12)C12CC(C1)(C2)C2=CC=C(C=C2)F)C)=O)F